C(CCCCCC)OCOCCCC(CC(CC(CC(CC(CC(CCCI)C)C)C)C)C)C 17-iodo-4,6,8,10,12,14-hexamethylheptadecyl heptyloxymethyl ether